FC1=C(CNC(CN2N=C(C(=C2)C2=CC=NC3=CC=CC=C23)C2=NC=CC=C2)=O)C=CC=C1 N-(2-fluorobenzyl)-2-(3-(pyridin-2-yl)-4-(quinolin-4-yl)-1H-pyrazol-1-yl)acetamide